5-((2R,6S)-1-hydroxy-6-methylpiperazin-2-yl)-4-methylisobenzofuran-1(3H)-one ON1[C@@H](CNC[C@@H]1C)C=1C(=C2COC(C2=CC1)=O)C